2-(Azidodifluoromethyl)-4,5-dihydro-1,3-oxazole N(=[N+]=[N-])C(C=1OCCN1)(F)F